5-(2-chloro-6-fluorophenyl)-1,4-dihydrobenzo[d]pyrazolo[3,4-f][1,3]diazepin ClC1=C(C(=CC=C1)F)C=1NC2=C(C3=C(N1)C=CC=C3)NN=C2